BrC1=CC2=C(N=C(N=C2N[C@H](C)C2=C(C(=CC=C2)C(CO[Si](C)(C)C(C)(C)C)(F)F)F)C)C=N1 6-bromo-N-{(1R)-1-[3-(2-{[tert-butyl(dimethyl)silyl]oxy}-1,1-difluoroethyl)-2-fluorophenyl]ethyl}-2-methylpyrido[3,4-d]pyrimidin-4-amine